2-Methyl-4,6-bis(n-octylsulfanylmethyl)phenol CC1=C(C(=CC(=C1)CSCCCCCCCC)CSCCCCCCCC)O